FC1=C(C(=CC=C1)F)[C@H]1CC=NO1 (5R)-5-(2,6-difluorophenyl)-4,5-dihydro-1,2-oxazole